[C@H]12CN(C[C@H](CC1)N2)C2=NC(=NC1=C(C(=C(C=C21)Cl)C2=C(C=CC=C2F)O)F)N2CC(C2)N(C)C 2-((R or S)-4-((1R,5S)-3,8-diazabicyclo[3.2.1]octan-3-yl)-6-chloro-2-(3-(dimethyl-amino)azetidin-1-yl)-8-fluoro-quinazolin-7-yl)-3-fluorophenol